Cl.COC([C@@H](N)CO)=O Z-Serine methyl ester hydrochloride